C1(CCCCC1)C#CC1=NN(C2=NC=CC=C21)C2CN(C2)C(C(=C)F)=O 1-(3-(3-(cyclohexylethynyl)-1H-pyrazolo[3,4-b]pyridin-1-yl)azetidin-1-yl)-2-fluoroprop-2-en-1-one